METHACRYLOXYETHYL-2,2,4-TRIETHYLHEXAMETHYLENE DICARBAMATE C(N)(OC(C(CC(CCOC(N)=O)CC)(CC)CC)CCOC(C(=C)C)=O)=O